methyl 2,2-dimethylpropanoate CC(C(=O)OC)(C)C